FC1=CC=C(C(=O)NC2=CC=3OC(C(=CC3S2)C(=O)O)=O)C=C1 2-(4-fluorobenzamido)-5-oxo-5H-thieno[3,2-b]pyran-6-carboxylic acid